4-chloro-2-cyclopropyl-5-methyl-6-(4-(pyridin-3-yloxy)piperidin-1-yl)pyrimidine ClC1=NC(=NC(=C1C)N1CCC(CC1)OC=1C=NC=CC1)C1CC1